4-chloro-N-(1-cyanocyclopropyl)-1-[5-(difluoromethyl)-1,3,4-thiadiazol-2-yl]-1H-indazole-6-sulfonamide ClC1=C2C=NN(C2=CC(=C1)S(=O)(=O)NC1(CC1)C#N)C=1SC(=NN1)C(F)F